[3-(methyldipropyloxysilyl) propyl] sulfide C[Si](CCCSCCC[Si](C)(OCCC)OCCC)(OCCC)OCCC